C(=O)(C=C)C(C(=O)N(C)C)=C 2-acryl-N,N-dimethylacrylamide